N1=CN=C(C2=C1NC=C2)C=2C=CC(=NC2)N2CC1N(C(C2)C1)CNC1=CC=CC=C1 ((3-(5-(7H-pyrrolo[2,3-d]pyrimidin-4-yl)pyridin-2-yl)-3,6-diazabicyclo[3.1.1]heptan-6-yl)methyl)aniline